C(N1C(=NC(=C1)C(F)(F)F)C1=CC=C(C=C1)CO)([2H])([2H])[2H] {4-[1-(2H3)methyl-4-(trifluoromethyl)imidazol-2-yl]phenyl}methanol